Distearoyl-glycerol C(CCCCCCCCCCCCCCCCC)(=O)C(C(C(O)C(CCCCCCCCCCCCCCCCC)=O)O)O